methyl (2R)-2-[2-[2-bromo-4-fluoro-5-[3-methyl-2,6-dioxo-4-(trifluoromethyl)pyrimidin-1-yl]phenoxy]phenoxy]-2-methylsulfanyl-acetate BrC1=C(OC2=C(O[C@@H](C(=O)OC)SC)C=CC=C2)C=C(C(=C1)F)N1C(N(C(=CC1=O)C(F)(F)F)C)=O